(R)-2,2-Dimethyl-N-(6-(1-methyl-1H-pyrazol-4-yl)pyridin-2-yl)-6-((tetrahydrofuran-3-yl)oxy)-2,3-dihydrofuro[2,3-b]pyridine-5-carboxamide CC1(CC=2C(=NC(=C(C2)C(=O)NC2=NC(=CC=C2)C=2C=NN(C2)C)O[C@H]2COCC2)O1)C